(2,7-diisopropyl-4-oxo-2,4-dihydro-5H-pyrazolo[3,4-d]pyridazin-5-yl)acetic acid C(C)(C)N1N=C2C(=NN(C(C2=C1)=O)CC(=O)O)C(C)C